C(#N)[C@@]1(N(CCC1)C(=O)C1=CC(=C2N1CCC1=CC(=C(C=C21)C(=O)NC(C)(C)C#N)OC)CC(F)(F)F)C (R)-3-(2-cyano-2-methylpyrrolidine-1-carbonyl)-N-(2-cyanopropan-2-yl)-8-methoxy-1-(2,2,2-trifluoroethyl)-5,6-dihydropyrrolo[2,1-a]isoquinoline-9-carboxamide